CCCCCCCC/C=C\CCCCCC/C=C\OC[C@H](COP(=O)([O-])OCC[N+](C)(C)C)OC(=O)CCCCCCC/C=C\CCCCCC 1-(1Z,9Z-octadecadienyl)-2-(9Z-hexadecenoyl)-sn-glycero-3-phosphocholine